(3S)-1-[7-(4-methoxyphenyl)-1,2,3,4-tetrahydroacridin-9-yl]pyrrolidin-3-amine hydrochloride Cl.COC1=CC=C(C=C1)C1=CC=C2N=C3CCCCC3=C(C2=C1)N1C[C@H](CC1)N